triethylsilicic acid C(C)O[Si](OCC)(OCC)O